(R)-2,6-diamino-9-(1-(3-fluoropropynoyl)pyrrolidin-3-yl)-7-(4-phenoxyphenyl)-7,9-dihydro-8H-purin-8-one NC1=NC(=C2N(C(N(C2=N1)[C@H]1CN(CC1)C(C#CF)=O)=O)C1=CC=C(C=C1)OC1=CC=CC=C1)N